p-menthane hydroperoxide [O-]O.C1(CCC(CC1)C(C)C)C